C(C)(=O)NC1=C(C=NC=C1)C(=O)O 4-acetamido-3-picolinic acid